C(C)(C)(C)C1=CC=C(C=C1)O 4-(tertiary butyl)phenol